1-(7-((3-((2,6-dimethylphenyl)amino)-1-methyl-1H-pyrazolo[3,4-d]pyrimidin-6-yl)amino)-3,4-dihydroisoquinolin-2(1H)-yl)prop-2-yn-1-one CC1=C(C(=CC=C1)C)NC1=NN(C2=NC(=NC=C21)NC2=CC=C1CCN(CC1=C2)C(C#C)=O)C